2-(5-fluoro-2-(3-(4-methyl-1-(2,2,2-trifluoroethyl)-1H-indazole-3-carboxamido)-4-(piperidin-1-yl)benzamido)phenyl)acetic acid FC=1C=CC(=C(C1)CC(=O)O)NC(C1=CC(=C(C=C1)N1CCCCC1)NC(=O)C1=NN(C2=CC=CC(=C12)C)CC(F)(F)F)=O